2-amino-4-methoxyquinoline-3-carbonitrile NC1=NC2=CC=CC=C2C(=C1C#N)OC